BrC=1C=C(C(NC1C(F)(F)F)=O)C(=O)NC1C2=CC=C(C=C2SC=2C=C(C=CC12)C)C 5-bromo-N-(3,6-dimethyl-9H-thioxanthen-9-yl)-2-oxo-6-(trifluoromethyl)-1,2-dihydropyridine-3-carboxamide